(3-amino-6-(ethylsulfonyl)-4,5,6,7-tetrahydropyrazolo[3,4-c]pyridin-1-yl)(1,2,3,4-tetrahydroquinolin-4-yl)methanone NC1=NN(C=2CN(CCC21)S(=O)(=O)CC)C(=O)C2CCNC1=CC=CC=C21